N-[(4S,5S)-4-(4-fluorophenyl)-3-methyl-6-oxo-1,7-dipropyl-1H,4H,5H,6H,7H-pyrazolo[3,4-b]pyridin-5-yl]-3-methylbenzamide FC1=CC=C(C=C1)[C@H]1C2=C(N(C([C@H]1NC(C1=CC(=CC=C1)C)=O)=O)CCC)N(N=C2C)CCC